ClC=1C=CC(=NC1F)N(C(CC1=CNC2=CC=CC=C12)=O)C N-(5-chloro-6-fluoropyridin-2-yl)-2-(1H-indol-3-yl)-N-methylacetamide